FC1=C(C=CC=C1[C@@H](C)NC1=NC(=NC2=CC3=C(C=C12)N(C(C3(C)C)=O)C)C)C=3CCCN(C3)C(=O)OC(C)(C)C tert-butyl (R)-5-(2-fluoro-3-(1-((2,6,8,8-tetramethyl-7-oxo-7,8-dihydro-6H-pyrrolo[2,3-g]quinazolin-4-yl)amino)ethyl)phenyl)-3,4-dihydropyridine-1(2H)-carboxylate